C1CC2=CC=CC=C2OC1Cl chlorochroman